6-[5-(difluoromethyl)-1,3,4-oxadiazol-2-yl]-2-{[(3,5-dimethoxyphenyl)methyl](methyl)amino}-2,3-dihydro-1H-isoindol-1-one FC(C1=NN=C(O1)C1=CC=C2CN(C(C2=C1)=O)N(C)CC1=CC(=CC(=C1)OC)OC)F